C1C(OC(CC12CCCCC2)=O)=O 3-oxaspiro[5.5]undecan-2,4-dion